OCC1(CCOCC1)NC(=O)C1=C(OC2=C1C=C(C=C2C)OCC2=C(N=CS2)C)C N-(4-(Hydroxymethyl)Tetrahydro-2H-Pyran-4-Yl)-2,7-Dimethyl-5-((4-Methylthiazol-5-Yl)Methoxy)Benzofuran-3-Carboxamide